5-{[1,3-dioxo-2-(2-phenoxyacetyl)-2,3-dihydro-1H-inden-5-yl]sulfonyl}-2-(2-phenoxyacetyl)-2,3-dihydro-1H-indene-1,3-dione O=C1C(C(C2=CC(=CC=C12)S(=O)(=O)C=1C=C2C(C(C(C2=CC1)=O)C(COC1=CC=CC=C1)=O)=O)=O)C(COC1=CC=CC=C1)=O